3-(2-Fluoro-3-methylaminophenyl)propionic acid ethyl ester C(C)OC(CCC1=C(C(=CC=C1)NC)F)=O